C(#N)[C@H]1N(CCC1)C(CN1C[C@H](CC1)C=1OC2=C(C1C(=O)N)C=CC(=C2)C)=O ((S)-1-(2-((S)-2-cyanopyrrolidin-1-yl)-2-oxoethyl)pyrrolidin-3-yl)-6-methylbenzofuran-3-carboxamide